SC=1C2=C(C(=C3C(=C(C4=CC=C5C=CC6=CC=C(C1)C=1C2=C3C4=C5C16)Br)Br)[Si](Cl)(Cl)Cl)[Si](Cl)(Cl)Cl mercapto-bis(trichlorosilyl)dibromocoronene